C(C)[C@]1(C(OCC=2C(N3CC=4N5C6=C(C=C(C=C6C(C4C3=CC21)=O)F)CC5)=O)=O)O (S)-8-ethyl-4-fluoro-8-hydroxy-1,2,11,14-tetrahydro-6H,12H-pyrano[3',4':6,7]indolizino[2,1-b]pyrrolo[3,2,1-ij]quinoline-6,9,12(8H)-trione